(2-(methyldithio) ethyl) phosphate P(=O)(OCCSSC)([O-])[O-]